(3S)-N,5-dimethyl-3-((2-(2-(2-propenoyl)-2,6-diazaspiro[3.4]octan-6-yl)-7-(1,3-thiazol-2-yl)pyrido[3,2-d]pyrimidin-4-yl)amino)hexanamide CNC(C[C@H](CC(C)C)NC=1C2=C(N=C(N1)N1CC3(CN(C3)C(C=C)=O)CC1)C=C(C=N2)C=2SC=CN2)=O